6-(butylamino)-1-ethyl-5-methyl-3-phenyl-3,5-dihydroimidazo[4,5-c][1,2]thiazin-4(1H)-one 2,2-dioxide C(CCC)NC=1N(C2=C(N(S(C(C2=O)C2=CC=CC=C2)(=O)=O)CC)N1)C